C(C)OC(=O)C1=C(N(C2=CC=C(C(=C12)CN1CCCCC1)O)C1=C(C=CC=C1)C)C 5-hydroxy-2-methyl-4-(piperidin-1-ylmethyl)-1-(o-tolyl)-1H-indole-3-carboxylic acid ethyl ester